7-(4-CHLOROBENZYL)-1-(3-HYDROXYPROPYL)-3-METHYL-8-(3-(TRIFLUOROMETHOXY)-PHENOXY)-3,7-DIHYDRO-1H-PURINE-2,6-DIONE ClC1=CC=C(CN2C(=NC=3N(C(N(C(C23)=O)CCCO)=O)C)OC2=CC(=CC=C2)OC(F)(F)F)C=C1